Tetradec-3,6,11-triene CCC=CCC=CCCCC=CCC